C(C1=CC=CC=C1)OC1=C(C=C(C=C1)C1=CN=CC(=N1)C1=CC(=CS1)NC(CC1CCC1)=O)OC N-(5-(6-(4-(benzyloxy)-3-methoxyphenyl)pyrazin-2-yl)thiophen-3-yl)-2-cyclobutyl-acetamide